2-(4-Trifluoromethylbenzyl)-2H-indazole-6-carboxylic acid methyl ester COC(=O)C=1C=CC2=CN(N=C2C1)CC1=CC=C(C=C1)C(F)(F)F